BrC=1C=CC2=C(SC(=C2)C(F)(F)P(OCC)(OCC)=O)C1 diethyl ((6-bromobenzo[b]thiophen-2-yl)difluoromethyl)phosphonate